2-(7-((2-Butyl-4-oxo-1,3-diazaspiro[4.4]nona-1-en-3-yl)methyl)-1,3-dihydroisobenzofuran-4-yl)-N-(3-methoxy-5-methylpyrazin-2-yl)benzenesulfonamide C(CCC)C1=NC2(C(N1CC=1C=CC(=C3COCC13)C1=C(C=CC=C1)S(=O)(=O)NC1=NC=C(N=C1OC)C)=O)CCCC2